(S)-cyclohexylethylamine C1(CCCCC1)CCN